1-((1S,3aS,3bR,5aR,8S,10aS,10bR,12aS)-8-hydroxy-8,12a-dimethyloctadecahydrocyclohepta[a]cyclopenta[f]naphthalen-1-yl)-2-(5-methyl-2H-tetrazol-2-yl)ethan-1-one O[C@]1(CC[C@@H]2[C@@H]([C@H]3CC[C@]4([C@H]([C@@H]3CC2)CC[C@@H]4C(CN4N=C(N=N4)C)=O)C)CC1)C